(4-fluoro-2-(iodomethyl)phenyl)methanone tert-butyl-(trans)-2-(4-bromo-3-fluorophenyl)-4-((tert-butyldiphenylsilyl)oxy)pyrrolidine-1-carboxylate C(C)(C)(C)OC(=O)N1[C@H](C[C@@H](C1)O[Si](C1=CC=CC=C1)(C1=CC=CC=C1)C(C)(C)C)C1=CC(=C(C=C1)Br)F.FC1=CC(=C(C=C1)C=O)CI